1-methyl-1-(2-(6-(pyridin-3-yl)pyrazolo[1,5-a]pyridine-3-carbonyl)-2-azaspiro[3.3]heptan-6-yl)-3-(5-(trifluoromethyl)pyridin-3-yl)urea CN(C(=O)NC=1C=NC=C(C1)C(F)(F)F)C1CC2(CN(C2)C(=O)C=2C=NN3C2C=CC(=C3)C=3C=NC=CC3)C1